C(C1=CC=CC=C1)OC=1C(=C(C2=CC(=C(C(=C2C1)CC(=O)O)C=1C(=C2C=C(C(=C(C2=CC1C)C(C)C)O)OCC1=CC=CC=C1)CC(=O)O)C)C(C)C)O 7,7'-bisbenzyloxy-6,6'-dihydroxy-5,5'-diisopropyl-3,3'-dimethyl-[2,2'-binaphthyl]-1,1'-diacetic acid